3-(3-bromo-2,6-difluorophenyl)-3,4-dihydro-quinazolin-2(1H)-one BrC=1C(=C(C(=CC1)F)N1C(NC2=CC=CC=C2C1)=O)F